ClC=1C=NC(=C(C(=O)NC2CCC(CC2)CN2C(N(C3=C2C=CC=C3)C=3C=NC(=CC3)OCCCO)=O)C1)C 5-chloro-N-((1r,4r)-4-((3-(6-(3-hydroxypropoxy)pyridin-3-yl)-2-oxo-2,3-dihydro-1H-benzo[d]imidazol-1-yl)methyl)cyclohexyl)-2-methylnicotinamide